BrC1=C(C(=CC=2C=CNC21)OC)OC 7-bromo-5,6-dimethoxybenzopyrrole